FC(C1=C(C(=C2C(=N1)CN(C2)C(=O)O)C)C)F 2-(difluoromethyl)-3,4-dimethyl-5,7-dihydro-6H-pyrrolo[3,4-b]Pyridine-6-carboxylic acid